disodium (4-methoxycarbonyl-3-methylphenyl) phosphonate P(OC1=CC(=C(C=C1)C(=O)OC)C)([O-])=O.[Na+].[Na+].COC(=O)C1=C(C=C(C=C1)OP([O-])=O)C